C(C1=CN=CC=C1)(=O)OCCOC(C(C)C1=CC=C(C=C1)CC(C)C)=O 2-((2-(4-isobutylphenyl)propanoyl)oxy)ethyl nicotinate